4,4-diaminocyclohexyl-methane NC1(CCC(CC1)C)N